C[C@@H]1C[C@H]([C@H](/C=C/[C@H]2[C@H](O2)C(=O)O1)O)O The molecule is a 10-membered lactone obtained from 10-methyl-9,10-dihydro-2H-oxecin-2-one by the epoxidation of the double bond at position 3-4 and cis-dihydroxylation of the double bond at position 7-8. Multiplolide A was first isolated from the fungus Xylaria multiplex BCC 1111. It shows antifungal activity against Candida albicans. It has a role as a metabolite and an antifungal agent. It is an epoxide, a lactone and a secondary alcohol.